(+/-)-(3S,4R)-3-((S)-3,4-dihydro-1H-[1,4]oxazino[4,3-b]indazol-1-yl)-4-methylmorpholin-4-ium chloride [Cl-].[C@H]1(OCCN2N=C3C=CC=CC3=C21)[C@H]2[NH+](CCOC2)C |r|